ClC=1C=CC(=C(C1)[C@@H](N1CC2=CC=C(C=C2C1=O)C1=CC=C(C=C1)NC(OC(C)(C)C)=O)C=1NC2=CC=CC=C2C1)OC Tert-butyl (R)-(4-(2-((5-chloro-2-methoxyphenyl)(1H-indole-2-yl)methyl)-3-oxoisoindole-5-yl)phenyl)carbamate